N1C=CC=2C1=NC=C(C2)OC2=C(C=C(C=C2)N2C(N(CC2=O)C2=CC(=CC=C2)C(F)(F)F)=O)C=C 3-[4-(1H-pyrrolo[2,3-b]pyridin-5-yloxy)-3-vinylphenyl]-1-[3-(trifluoromethyl)phenyl]-2,4-imidazolidinedione